N-(3-(6-(5-phenyl-1H-pyrazol-3-ylamino)pyridin-2-yl)phenyl)acrylamide C1(=CC=CC=C1)C1=CC(=NN1)NC1=CC=CC(=N1)C=1C=C(C=CC1)NC(C=C)=O